BrC=1C(=CC2=C(N(C=N2)C)C1)F 6-bromo-5-fluoro-1-methyl-1H-1,3-benzodiazol